ONC(=N)C=1NC2=CC(=CC=C2C1)Cl N-hydroxy-6-chloroindolecarboxamidine